O-Methyl-Phenoxyacetic Acid COC(COC1=CC=CC=C1)=O